BrC(C(=O)C1=CC=C(C=C1)SC1=CC=CC=C1)CC(C)C 2-bromo-4-methyl-1-(4-(phenylsulfanyl)phenyl)pentan-1-one